1-(2,2-difluoroethyl)-3-methyl-4-oxo-4H-pyrido[1,2-a]pyrimidin-1-ium-2-ol FC(C[N+]1=C2N(C(C(=C1O)C)=O)C=CC=C2)F